I.C1(=CC=CC=C1)NC1=CC=CC=C1 diphenyl-amine hydroiodide